N1=C(C=CC=C1C1=C(C=CC=C1)C=1C(=C(C=C(C1)[Si](C)(C)CCCCCCCC)C12CC3CC(CC(C1)C3)C2)O)C2=C(C=CC=C2)C=2C(=C(C=C(C2)[Si](C)(C)CCCCCCCC)C23CC1CC(CC(C2)C1)C3)O 2',2'''-(pyridine-2,6-diyl)bis(3-(1-adamantanyl)-5-(octyldimethylsilyl)-[1,1'-biphenyl]-2-ol)